BrC1=C(C=C(N)C=C1)OCCN(C)C 4-bromo-3-(2-(dimethylamino)ethoxy)aniline